3-[8-chloro-1-(2,2,2-trifluoroacetyl)-3,4-dihydro-2H-quinolin-4-yl]-1-methyl-7-methylsulfanyl-4H-pyrimido[4,5-d]pyrimidin-2-one ClC=1C=CC=C2C(CCN(C12)C(C(F)(F)F)=O)N1C(N(C2=NC(=NC=C2C1)SC)C)=O